1-(5-amino-4-bromo-6-methoxybenzo[b]thiophen-2-yl)ethane-1-one NC1=C(C2=C(SC(=C2)C(C)=O)C=C1OC)Br